6-(2,5-dioxo-2,5-dihydro-1H-pyrrol-1-yl)hexanoic acid O=C1N(C(C=C1)=O)CCCCCC(=O)O